C(C)(C)[C@H]1[C@@H](C[C@@H](CC1)C)OC(=O)C1C(C1)C1=NC=C2N1C=CC=C2 2-(imidazo[1,5-a]pyridin-3-yl)cyclopropane-1-carboxylic acid (1R,2S,5R)-2-isopropyl-5-methylcyclohexyl ester